N1(CN(CN(C1)C(CCSCCN)=O)C(CCSCCN)=O)C(CCSCCN)=O 1,1',1''-(1,3,5-triazin-1,3,5-triyl)tris(3-((2-aminoethyl)thio)propan-1-one)